CC1=C(C(=CC=C1)C)C1=CC=NC2=CC(=CC=C12)O[C@@H](C(=O)N1CCCCC1)C (3S)-1-[(2R)-2-[[4-(2,6-Dimethylphenyl)-7-quinolyl]oxy]propanoyl]piperidin